CN1C(=NC=C1)COC1=NC=C(C=N1)C1=NC=CC=C1 2-((1-methyl-1H-imidazol-2-yl)methoxy)-5-(pyridin-2-yl)pyrimidine